C(C)N(CCCCCCCCCCC\C=C/CCCCCCCC(=O)[NH-])CC N-(3-diethylaminopropyl)oleoylamide